C1(=CC=CC=C1)N1C2=CC=CC=C2C=2C=CC=CC12 9-Phenyl-carbazol